2-amino-4-bromo-5-methylbenzoic acid hydrogen chloride Cl.NC1=C(C(=O)O)C=C(C(=C1)Br)C